C1(=CC=CC=C1)[C@H]1OC[C@H]2N1C(C(C2)[Se]C2=CC=CC=C2)=O (3R,7aS)-3-phenyl-6-(phenyl-selanyl)tetrahydro-3H,5H-pyrrolo[1,2-c]oxazol-5-one